4-methyl-N-(2-methyl-6-vinylphenyl)benzenesulfonamide CC1=CC=C(C=C1)S(=O)(=O)NC1=C(C=CC=C1C=C)C